FC(C)(OC=1C=C(C=NC1)N1C(C(C2=CC(=CC=C12)C(=O)NC1(CS(C1)(=O)=O)C)(C)C)=O)F 1-[5-(1,1-difluoroethoxy)-3-pyridinyl]-3,3-dimethyl-N-(3-methyl-1,1-dioxo-thietan-3-yl)-2-oxo-indoline-5-carboxamide